NC=1C(=C(C(=O)O)C=C(C1)N)CCCCCCCOC1=CC=C(C=C1)\C=C\C(C1=CC=C(C=C1)C1=CC=C(C=C1)CCC)=O 3,5-Diamino-2-[7-[4-[(E)-3-oxo-3-[4-(4-propylphenyl)phenyl]prop-1-enyl]phenoxy]heptyl]benzoic acid